C1(CC1)C=1C=CC(=NC1)C1=CN=C(O1)NC=1C(=NC=CC1)C(=NO)N ((5-(5-Cyclopropylpyridin-2-yl)oxazol-2-yl)amino)-N'-hydroxypyridineformamidine